8-methyl-2-[(2R)-oxetan-2-ylmethyl]-N-[(2S)-tetrahydrofuran-2-ylmethyl]-4,5-dihydro-2H-furo[2,3-g]indazole-7-carboxamide CC1=C(OC=2CCC3=CN(N=C3C21)C[C@@H]2OCC2)C(=O)NC[C@H]2OCCC2